O1C[C@@H](CC1)[C@@H](C)N1N=CC=2C1=NC(=CN2)N ((R)-1-((S)-tetrahydrofuran-3-yl)ethyl)-1H-pyrazolo[3,4-b]Pyrazin-6-amine